5-fluoro-1-[[3-fluoro-2-(methylsulfamoylamino)pyridin-4-yl]methyl]-4-(2-fluoro-4-methylsulfanyl-anilino)-6-oxopyridine-3-carboxamide FC1=C(C(=CN(C1=O)CC1=C(C(=NC=C1)NS(NC)(=O)=O)F)C(=O)N)NC1=C(C=C(C=C1)SC)F